C1CCC2=C(C=3CCCC3C=C12)NC(=O)OCC(=O)O 2-{[(1,2,3,5,6,7-hexahydro-s-indacen-4-yl)carbamoyl]oxy}acetic acid